C(C1=CC=CC=C1)N1CCC(CC1)CC(=O)NCC1CCN(CC1)C1=CC(=CC=C1)OC(F)(F)F 2-(1-benzylpiperidin-4-yl)-N-({1-[3-(trifluoromethoxy)phenyl]piperidin-4-yl}methyl)acetamide